(2S,3R,4S,5R,6R)-3,4,5-Triacetoxy-6-{[2,3-bis(benzyloxy)-6-(2-{o-[2,3-bis(benzyloxy)-benzylamino] phenoxy}ethoxy)phenoxy]methyl}tetrahydro-2H-pyran-2-yl acetate C(C)(=O)O[C@@H]1O[C@@H]([C@H]([C@@H]([C@H]1OC(C)=O)OC(C)=O)OC(C)=O)COC1=C(C(=CC=C1OCCOC1=C(C=CC=C1)NCC1=C(C(=CC=C1)OCC1=CC=CC=C1)OCC1=CC=CC=C1)OCC1=CC=CC=C1)OCC1=CC=CC=C1